(S)-5-(4-chloro-2-isopropoxyphenyl)-N-(7-(pyrrolidin-1-yl)-6,7,8,9-tetrahydro-5H-benzo[7]annulen-2-yl)-[1,2,4]triazolo[1,5-a]pyridin-2-amine ClC1=CC(=C(C=C1)C1=CC=CC=2N1N=C(N2)NC=2C=CC1=C(CC[C@H](CC1)N1CCCC1)C2)OC(C)C